Cl.C(C)OC1=C(OC[C@@H]2CN(CCO2)C(=O)OC(C(C)C)OC([C@@H](C(C)C)N)=O)C=CC=C1 1-[(R)-2-Amino-3-methylbutyroxy]-2-methylpropyl (S)-2-[(o-ethoxyphenoxy)methyl]-4-morpholinecarboxylate hydrochloride